[Cr].[Cu].[Cd] cadmium-copper-chromium